Cl.CC1=NN=C(S1)C=1C=C(C=CC1)[C@@H](C)N (1R)-1-[3-(5-methyl-1,3,4-thiadiazol-2-yl)phenyl]ethanamine hydrochloride